O1C(=CCC1)C(=O)[O-] 4,5-dihydrofuran-2-carboxylate